Beta-galactofuranose O[C@H]1[C@H](O)[C@@H](O)[C@@H](O1)[C@H](O)CO